4-PENTYLOXY-3-FLUOROPHENYLBORONIC ACID C(CCCC)OC1=C(C=C(C=C1)B(O)O)F